OC=1C(=NC=CC1OC)C(=O)N[C@H](C(=O)OC(C)C1(CCCCC1)C1=CC=CC=C1)C 1-(1-phenylcyclohexyl)-ethyl (2S)-2-[(3-hydroxy-4-methoxy-pyridine-2-carbonyl)amino]propanoate